2-[methyl-({4-phenyl-6-[2-(pyridin-3-yl)ethyl]quinolin-2-yl})amino]acetic acid CN(CC(=O)O)C1=NC2=CC=C(C=C2C(=C1)C1=CC=CC=C1)CCC=1C=NC=CC1